(S)-N-(4-(5-amino-1-(1-(2-hydroxypropionyl)-1,2,3,6-tetrahydropyridin-4-yl)imidazo[1,5-c]pyrimidin-3-yl)benzyl)-5-fluoro-2-methoxybenzamide NC1=NC=CC=2N1C(=NC2C=2CCN(CC2)C([C@H](C)O)=O)C2=CC=C(CNC(C1=C(C=CC(=C1)F)OC)=O)C=C2